acryloyltetralin-1,2,6-tricarboxylic acid C(C=C)(=O)C1(C(CCC2=CC(=CC=C12)C(=O)O)C(=O)O)C(=O)O